3,3,4,4,4-Pentafluoro-N-[(1S)-1-phenylethyl]butan-2-amine hydrochloride Cl.FC(C(C)N[C@@H](C)C1=CC=CC=C1)(C(F)(F)F)F